6-((1H-pyrazol-1-yl)methyl-d2)-4-methoxybenzo[d]isoxazol-3-amine N1(N=CC=C1)C(C1=CC2=C(C(=NO2)N)C(=C1)OC)([2H])[2H]